ClC=1C=C(C=CC1)C1=CN(C=2N=CN=C(C21)N2CCC(CC2)OC)COCC[Si](C)(C)C 5-(3-Chlorophenyl)-4-(4-methoxypiperidin-1-yl)-7-((2-(trimethylsilyl)ethoxy)methyl)-7H-pyrrolo[2,3-d]pyrimidine